[I-].N1C=NC=C1 imidazole iodide salt